ClC1=CC(=C(CC2CN(C[C@@H](O2)C)C(=O)OC(C)(C)C)C(=C1)C)C1=NC=NN2C1=CC(=C2)CN2C(NC=CC2=O)=O tert-butyl (6S)-2-(4-chloro-2-(6-((2,6-dioxo-3,6-dihydropyrimidin-1(2H)-yl)methyl)pyrrolo[2,1-f][1,2,4]triazin-4-yl)-6-methylbenzyl)-6-methylmorpholine-4-carboxylate